tert-butylcyclohexyl methacrylate C(C(=C)C)(=O)OC1(CCCCC1)C(C)(C)C